FC(CNC(=O)N1C=C(C=C1)C1=C2C(=NC=C1)NC(N2)=O)(F)F N-(2,2,2-trifluoroethyl)-3-(2,3-dihydro-2-oxo-1H-imidazo[4,5-b]pyridin-7-yl)-1H-pyrrole-1-carboxamide